SC(CCO)CCC 3-mercapto-1-hexanol